C(C=C)(=O)OC1=CC=C2C(C(C3=C(OC(C3)C)C2=C1)=O)=O 2-methyl-4,5-dioxo-2,3,4,5-tetrahydronaphtho[1,2-b]furan-8-yl acrylate